2-(pyridin-4-yl)-4-(2,8-diazaspiro[4.5]decan-8-yl)pyrido[3,4-d]pyrimidine 7-oxide trifluoroacetate salt FC(C(=O)O)(F)F.N1=CC=C(C=C1)C=1N=C(C2=C(N1)C=[N+](C=C2)[O-])N2CCC1(CCNC1)CC2